[2-methoxy-4-[(1R)-1-[[2-methyl-5-(4-methylpiperazin-1-yl)benzoyl]amino]ethyl]phenyl]trifluoromethanesulfonate COC1=C(C=CC(=C1)[C@@H](C)NC(C1=C(C=CC(=C1)N1CCN(CC1)C)C)=O)OS(=O)(=O)C(F)(F)F